2-[[6-[2-(3,6-diazabicyclo[3.1.1]heptan-3-yl)ethoxy]pyridazin-3-yl]amino]-6-(2,6-dichlorophenyl)-8-methyl-pyrido[2,3-d]pyrimidin-7-one C12CN(CC(N1)C2)CCOC2=CC=C(N=N2)NC=2N=CC1=C(N2)N(C(C(=C1)C1=C(C=CC=C1Cl)Cl)=O)C